N-(2-amino-4-methoxyphenyl)-2-cyanoacetamide NC1=C(C=CC(=C1)OC)NC(CC#N)=O